(±)-(4Z)-4-(1,3-Benzothiazol-6-ylmethylene)-2-[[cis-2-methoxyindan-1-yl]amino]-1H-imidazol-5-one S1C=NC2=C1C=C(C=C2)\C=C\2/N=C(NC2=O)N[C@H]2[C@H](CC1=CC=CC=C21)OC |r|